C1(CC1)C1=CC(=C(C=C1)N1N=C2CCN(CC3C2=C1CCN3C(=O)[O-])C(=O)[O-])C=O 2-(4-cyclopropyl-2-formylphenyl)-3,4,5a,6,8,9-hexahydro-2H-1,2,5,7-tetraazabenzo[cd]azulene-5,7-dicarboxylate